4-(1-aminoethyl)-2-methyl-6-phenylquinoline-8-carbonitrile NC(C)C1=CC(=NC2=C(C=C(C=C12)C1=CC=CC=C1)C#N)C